C(C=C)(=O)OCCOC(C=1C(C(=O)O)=CC=CC1)=O phthalic acid mono(2-acryloxyethyl) ester